(2S,3R)-3-hydroxy-2-[[4-[2-(4-morpholinophenyl)ethynyl]benzoyl]amino]butanoic acid methyl ester COC([C@H]([C@@H](C)O)NC(C1=CC=C(C=C1)C#CC1=CC=C(C=C1)N1CCOCC1)=O)=O